4-((2S,6R)-2,6-dimethylpiperidin-4-yl)-5-ethyl-2-methoxyaniline C[C@@H]1N[C@@H](CC(C1)C1=CC(=C(N)C=C1CC)OC)C